(1-((4'-(trifluoromethyl)-[1,1'-biphenyl]-4-yl)methyl)-1H-indol-5-yl)-acrylamide FC(C1=CC=C(C=C1)C1=CC=C(C=C1)CN1C=CC2=CC(=CC=C12)C(C(=O)N)=C)(F)F